FC1=C(C(=C(C(=C1F)F)F)F)[B-](C1=C(C(=C(C(=C1F)F)F)F)F)(C1=C(C(=C(C(=C1F)F)F)F)F)C1=C(C(=C(C(=C1F)F)F)F)F.C([N+](C1=CC=CC=C1)(CCCCCCCCCCCCCCCCCC)CCCCCC)[2H] N-methyl-d-hexyl-N-octadecylanilinium [tetrakis(perfluorophenyl)borate]